(S)-N-(2,4,5-trimethyl-1-oxo-1,2,4,5-tetrahydropyrido[3,4-e][1,2,4]triazolo[4,3-a]pyrazin-6-yl)cyclopropanecarboxamide CN1N=C2N(C3=C(N([C@H]2C)C)C(=NC=C3)NC(=O)C3CC3)C1=O